C1=CC=CC=2C3=CC=CC=C3N(C12)C1=CC=C(C=C1)C=1OC=NN1 2-(4-(9H-carbazole-9-yl)phenyl)-1,3,4-oxadiazole